(2r,4s)-(1-((5-methoxy-7-methyl-1H-indol-4-yl)methyl)-4-(sulfamoylamino)piperidin-2-yl)benzoic acid COC=1C(=C2C=CNC2=C(C1)C)CN1[C@H](C[C@H](CC1)NS(N)(=O)=O)C1=C(C(=O)O)C=CC=C1